(R)-2-((4-(di-methylphosphoryl)-2-methoxyphenyl)amino)-4-((tetrahydrofuran-3-yl)amino)-7H-pyrrolo[2,3-d]pyrimidine-5-carbonitrile CP(=O)(C)C1=CC(=C(C=C1)NC=1N=C(C2=C(N1)NC=C2C#N)N[C@H]2COCC2)OC